4-(4-(trifluoromethyl)phenoxy)-1H-indole-3-carbaldehyde FC(C1=CC=C(OC2=C3C(=CNC3=CC=C2)C=O)C=C1)(F)F